(R)-2-((1-(2-(isoindolin-2-yl)-7-methyl-4-oxo-4H-pyrido[1,2-a]pyrimidin-9-yl)ethyl)amino)benzoic acid C1N(CC2=CC=CC=C12)C=1N=C2N(C(C1)=O)C=C(C=C2[C@@H](C)NC2=C(C(=O)O)C=CC=C2)C